1-(2,4-Dimethoxyphenyl)-3-(2,6-dimethylphenyl)-1-[6-[4-(4-methylpiperazin-1-yl)anilino]pyrimidin-4-yl]urea COC1=C(C=CC(=C1)OC)N(C(=O)NC1=C(C=CC=C1C)C)C1=NC=NC(=C1)NC1=CC=C(C=C1)N1CCN(CC1)C